acryl-Styrene C=CC(=O)C=CC1=CC=CC=C1